C(=O)O.C1(CC1)C=1C=C(C=NC1O[C@@H]1[C@H](C[C@H](CC1)C1=CC(=CC=C1)C(F)(F)F)N(C)C)S(=O)(=O)NC1=NC=NC=C1 |r| 5-cyclopropyl-N-pyrimidin-4-yl-6-[rac-(1S,2S,4S)-2-(dimethylamino)-4-[3-(trifluoromethyl)phenyl]-cyclohexoxy]pyridine-3-sulfonamide formate salt